N-(2-hydroxyethyl)-3-methoxy-N-methyl-4-(prop-2-yn-1-ylamino)benzenesulfonamide OCCN(S(=O)(=O)C1=CC(=C(C=C1)NCC#C)OC)C